Methyl (S)-2-(1-(7,8-Dichloro-4-(1H-Imidazol-1-Yl) Naphthalen-2-Yl) Pyrrolidin-2-Yl)Acetate ClC1=CC=C2C(=CC(=CC2=C1Cl)N1[C@@H](CCC1)CC(=O)OC)N1C=NC=C1